(R)-4-[2-(2-chloro-5-isopropoxy-phenyl)azepan-1-yl]-6-methyl-pyrimidin-2-amine ClC1=C(C=C(C=C1)OC(C)C)[C@@H]1N(CCCCC1)C1=NC(=NC(=C1)C)N